6-cyclopropyl-5-(hydroxymethyl)-N-[3-[(2R)-1-(4-methyl-4H-1,2,4-triazol-3-yl)propan-2-yl]phenyl]pyridine-2-carboxamide methyl-3-chloro-4-formyl-benzoate COC(C1=CC(=C(C=C1)C=O)Cl)=O.C1(CC1)C1=C(C=CC(=N1)C(=O)NC1=CC(=CC=C1)[C@@H](CC1=NN=CN1C)C)CO